6,7-dihydro-4H-2-benzothiophen-5-one oxime C=1SC=C2C1CCC(C2)=NO